3-(5-isopropylpyrazine-2-yl)-2-methoxyaniline C(C)(C)C=1N=CC(=NC1)C=1C(=C(N)C=CC1)OC